CC[C@H](C)C(=O)C/C=C/C(C)C[C@H]([C@@H](CC)C(=O)[O-])O The molecule is the conjugate base of ketomycolic acid type-2 (XII). A class of mycolic acids characterized by the presence of a proximal alkenyl group with a trans C=C double bond and a distal oxo group and a (CH-CH3) fragment of (S) stereochemistry in the meromycolic chain.